BrC1=C2CCN(C2=C2C(=C1)C(N(C2)C2C(NC(CC2)=O)=O)=O)C(=O)OC(C)(C)C tert-butyl 4-bromo-7-(2,6-dioxopiperidin-3-yl)-6-oxo-3,6,7,8-tetrahydropyrrolo[3,4-g]indole-1(2H)-carboxylate